1-chloro-4-iodo-5-[(4-methoxyphenyl)methoxy]-2-(trifluoromethoxy)benzene ClC1=C(C=C(C(=C1)OCC1=CC=C(C=C1)OC)I)OC(F)(F)F